ClC1=NC(=CC(=C1)C(=O)N1CCN(CC1)S(=O)(=O)C)C (2-chloro-6-methylpyridin-4-yl)(4-(methylsulfonyl)piperazin-1-yl)methanone